tert-butyl N-[1-(1,2-oxazol-3-yl)cyclopropyl]carbamate O1N=C(C=C1)C1(CC1)NC(OC(C)(C)C)=O